tert-butyl 2-(4-bromo-3-methylphenoxy)-7-azaspiro[3.5]nonane-7-carboxylate BrC1=C(C=C(OC2CC3(C2)CCN(CC3)C(=O)OC(C)(C)C)C=C1)C